C(C1=CC=CC=C1)OC(=O)N[C@@H]1CN(C[C@H]1O)C(=O)OC(C)(C)C tert-butyl (3R,4R)-3-(((benzyloxy)carbonyl)amino)-4-hydroxypyrrolidine-1-carboxylate